NCCN(C1=NC(=NC=C1)C1=C(C=CC=C1)OC)CC N-(2-aminoethyl)-N-ethyl-2-(2-methoxyphenyl)pyrimidin-4-amine